FC1=C(C=CC=C1)C1=CC=C(C=C1)[Mg]Cl 4-(2-fluorophenyl)phenylmagnesium chloride